2-(3-(ethoxymethyl)-phenethylpyrrolidin-1-yl)-2-(6-methylpyridin-3-yl)ethanol C(C)OCC=1C=C(CCC2N(CCC2)C(CO)C=2C=NC(=CC2)C)C=CC1